7-bromo-5-(piperidin-1-yl)-[1,2,4]triazolo[4,3-c]quinazoline BrC1=CC=CC=2C=3N(C(=NC12)N1CCCCC1)C=NN3